methyl (6-((2-amino-2,4-dimethylpentyl)oxy)-[3,4'-bipyridin]-2'-yl)carbamate NC(COC1=CC=C(C=N1)C1=CC(=NC=C1)NC(OC)=O)(CC(C)C)C